C(C)(=O)N1CCC(CC1)CN1N=CC(=C1C(=O)NC1=NC=C(C=C1C)C#CC1=C(C=CC=C1)F)Cl 1-((1-acetylpiperidin-4-yl)methyl)-4-chloro-N-(5-((2-fluorophenyl)ethynyl)-3-methylpyridin-2-yl)-1H-pyrazole-5-carboxamide